1-(5-(aminomethyl)thiophen-2-yl)-2-((1-methyl-1H-pyrazolo[3,4-d]pyrimidin-4-yl)thio)ethanone hydrochloride Cl.NCC1=CC=C(S1)C(CSC1=C2C(=NC=N1)N(N=C2)C)=O